(S)-1'-chloro-8-(difluoromethoxy)-8',8'-difluoro-6-(trifluoromethyl)-7',8'-dihydro-3H,6'H-spiro[imidazo[1,2-a]-pyridine-2,5'-isoquinoline] ClC1=NC=CC=2[C@]3(CCC(C12)(F)F)N=C1N(C=C(C=C1OC(F)F)C(F)(F)F)C3